ClC1=CC=C(C=C1)N1N=NC(=C1)C1=CC=C(C=C1)NC(CN1C=NC=2N(C(N(C(C12)=O)C)=O)C)=O N-{4-[1-(4-chlorophenyl)-1H-[1,2,3]triazol-4-yl]phenyl}-2-(1,3-dimethyl-2,6-dioxo-1,2,3,6-tetrahydro-purin-7-yl)acetamide